N-[4-(6,6-Dimethyl-4-oxo-3-phenyl-4,5,6,7-tetrahydro-1H-pyrrolo[3,2-c]pyridin-2-yl)pyridin-2-yl]-2-(4-fluorophenyl)acetamid CC1(CC2=C(C(N1)=O)C(=C(N2)C2=CC(=NC=C2)NC(CC2=CC=C(C=C2)F)=O)C2=CC=CC=C2)C